C(C)(C)(C)N(C(O)=O)CCCOC1=CC=C(C=C1)Br.COC(OC)[SiH2]C[SiH2]C(OC)OC bis(dimethoxymethyl-silyl)methane tert-butyl-(3-(4-bromophenoxy)propyl)carbamate